tert-butyl (2-(1-(5-(4-(4-(2,6-difluorobenzyl)-5-oxo-4,5-dihydro-1H-1,2,4-triazol-1-yl)phenoxy)-4-methylthiazol-2-yl)azetidin-3-yl)propan-2-yl)carbamate FC1=C(CN2C=NN(C2=O)C2=CC=C(OC3=C(N=C(S3)N3CC(C3)C(C)(C)NC(OC(C)(C)C)=O)C)C=C2)C(=CC=C1)F